C(C)(C)(C)OC(NC1=CC(=NC=C1Br)N)=O (2-Amino-5-bromopyridin-4-yl)carbamic acid tert-butyl ester